6-(3-amino-1H-indazol-4-yl)-N-(3-methylphenyl)-1-naphthamide NC1=NNC2=CC=CC(=C12)C=1C=C2C=CC=C(C2=CC1)C(=O)NC1=CC(=CC=C1)C